ClC=1C=C(OC2=C(N=NN2)C(=O)O)C=CC1C#CC 5-(3-chloro-4-(prop-1-ynyl)phenoxy)-1H-1,2,3-triazole-4-carboxylic acid